3-iodo-4-((triisopropylsilyl)ethynyl)pyrazolo[1,5-a]pyridine-5-carboxylic acid methyl ester COC(=O)C1=C(C=2N(C=C1)N=CC2I)C#C[Si](C(C)C)(C(C)C)C(C)C